O1C(OC=C1)=O dioxol-2-one